14(Z)-eicosenoic acid CCCCC/C=C\CCCCCCCCCCCCC(=O)O